C(#N)C=1C=C(C=CC1OC)CNC(N(C1CCN(CC1)C)CC1=C(C=C(C=C1)F)F)=O 3-[(3-cyano-4-methoxyphenyl)methyl]-1-[(2,4-difluorophenyl)methyl]-1-(1-methylpiperidin-4-yl)urea